ClC(C1=NC(=NO1)C1=CC=C(C=C1)P(NC1=CC=CC=C1)(=O)C)(F)F P-(4-(5-(chlorodifluoromethyl)-1,2,4-oxadiazol-3-yl)phenyl)-P-methyl-N-phenylphosphinic amide